Benzyl 5-((tert-butyldimethylsilyl)oxy)-3,3-dimethyl-2-((phenoxycarbonyl)amino)hexanoate [Si](C)(C)(C(C)(C)C)OC(CC(C(C(=O)OCC1=CC=CC=C1)NC(=O)OC1=CC=CC=C1)(C)C)C